C(CCCCCCCCCC)(=O)OC[C@@H](OC(CCCCCCCCCC)=O)COP(=O)([O-])OCC[N+](C)(C)C 1,2-di-undecanoyl-sn-glycero-3-phosphocholine